N,N-diglycidyl-p-aminophenol C(C1CO1)N(C1=CC=C(C=C1)O)CC1CO1